9-chloro-4-isopropyl-2-methyl-1,10-phenanthroline ClC=1C=CC2=CC=C3C(=CC(=NC3=C2N1)C)C(C)C